diphenyl-dimethyl-vinyl-triethoxytrisilane C1(=CC=CC=C1)[Si]([Si]([Si](OCC)(OCC)OCC)(C=C)C)(C)C1=CC=CC=C1